6-methyl-1,3,4,5-tetrahydropyrido[4,3-b]indol CC1=CC=CC=2C3=C(NC12)CCNC3